5-chloro-1-((2R,4S,5R)-5-(fluoromethyl)-4-hydroxy-5-(hydroxymethyl)tetrahydrofuran-2-yl)pyrimidine-2,4(1H,3H)-dione ClC=1C(NC(N(C1)[C@@H]1O[C@@]([C@H](C1)O)(CO)CF)=O)=O